C(C)(=O)OC1[C@@H](OC(C)=O)[C@@H](OC(C)=O)[C@H](OC(C)=O)[C@H](O1)CO Tetra-O-acetyl-D-mannopyranose